6-chloro-9-[(2-fluoro-4-nitro-phenyl)methyl]purin-2-amine ClC1=C2N=CN(C2=NC(=N1)N)CC1=C(C=C(C=C1)[N+](=O)[O-])F